FC1=C(C=CC(=C1)N1CCNCC1)N1C(=NC(=C1)C1=NC(=NC=C1C(F)(F)F)NC1CCN(CC1)S(=O)(=O)C)C 4-(1-(2-Fluoro-4-(piperazin-1-yl)-phenyl)-2-methyl-1H-imidazol-4-yl)-N-(1-(methyl-sulfonyl)piperidin-4-yl)-5-(trifluoro-methyl)pyrimidin-2-amine